Methyl (5-(2-(difluoromethoxy)-5-((4-oxo-3,4-dihydrophthalazin-1-yl)methyl)phenyl)-1H-benzoimidazol-2-yl)carbamate FC(OC1=C(C=C(C=C1)CC1=NNC(C2=CC=CC=C12)=O)C1=CC2=C(NC(=N2)NC(OC)=O)C=C1)F